COC1=CC=C(CN2C3=C(C4=CC=CC=C24)C=CN=C3C=C)C=C1 9-(4-methoxybenzyl)-1-vinyl-9H-pyrido[3,4-b]indole